9-chloro-2H-[1,4]thiazino[2,3,4-ij]quinazoline-5,7(3H,6H)-dione ClC=1C=C2C(NC(N3C2=C(C1)SCC3)=O)=O